NC=1C(=NC(=C(C1)C(F)(F)F)OC)C(=O)NCC(C(F)(F)F)(C)N 3-Amino-N-(2-amino-3,3,3-trifluoro-2-methyl-propyl)-6-methoxy-5-(trifluoromethyl)picolinamide